Cl.NCC1=CNC(C2=CC=C(C=C12)C=1C=NN(C1C1=C(C2=CC=CC=C2C(=C1)Cl)C#N)C)=O 2-(4-(4-(aminomethyl)-1-oxo-1,2-dihydroisoquinolin-6-yl)-1-methyl-1H-pyrazol-5-yl)-4-chloro-1-naphthonitrile hydrochloride